O.[Si]([O-])([O-])([O-])[O-].[Mg+2].[Mg+2] Magnesium Silicat-Hydrat